NC(C(C)(C)C1=CC=2N(C=C1)C(=CN2)C2=CC(=C(C(=O)O)C(=C2)OC)OC)=O 4-[7-(2-amino-1,1-dimethyl-2-oxo-ethyl)imidazo[1,2-a]pyridin-3-yl]-2,6-dimethoxy-benzoic acid